N-(3-(((3-isopropyl-5-(1,2,3,6-tetrahydropyridin-4-yl)pyrazolo[1,5-a]pyrimidin-7-yl)amino)methyl)phenyl)-3-methylbut-2-enamide C(C)(C)C=1C=NN2C1N=C(C=C2NCC=2C=C(C=CC2)NC(C=C(C)C)=O)C=2CCNCC2